(2R)-N-((S)-(3-chloro-4-fluorophenyl)(1-(R)-(1,1,1-trifluoropropan-2-yl)piperidin-4-yl)methyl)-3-oxopiperazine-1-carboxamide ClC=1C=C(C=CC1F)[C@@H](NC(=O)N1CC(NCC1)=O)C1CCN(CC1)[C@@H](C(F)(F)F)C